benzohydroxamate lead [Pb+2].C(C1=CC=CC=C1)(=O)N[O-].C(C1=CC=CC=C1)(=O)N[O-]